N-(3-bromo-2-methyl-phenyl)-4-oxo-6,7-dihydro-5H-pyrazolo[1,5-a]pyridine-2-carboxamide BrC=1C(=C(C=CC1)NC(=O)C1=NN2C(C(CCC2)=O)=C1)C